C(C)(C)(C)C=1N=C(SC1S(=O)(=O)N)C(C)O[Si](C1=CC=CC=C1)(C1=CC=CC=C1)C(C)(C)C tert-butyl-2-(1-(tert-butyldiphenylsiloxy)ethyl)thiazole-5-sulfonamide